3-((2R,3S,3aS,7R,8aR,9S,9aR)-9-acetoxy-3-(benzyloxy)-7-(2-hydroxyethyl)-4a-methoxydecahydrofuro[3,2-b]pyrano[2,3-e]pyran-2-yl)propane-1,2-diyl diacetate C(C)(=O)OCC(C[C@@H]1[C@@H]([C@@H]2OC3([C@@H]([C@H]([C@@H]2O1)OC(C)=O)O[C@H](CC3)CCO)OC)OCC3=CC=CC=C3)OC(C)=O